OC1=C(C=C(C=C1)OC(C(=C)C)=O)N1N=C2C(=N1)C=CC=C2 2-(2'-hydroxy-5'-methacryloxyphenyl)-2H-benzotriazol